N-(trichloromethylthio)phthalimide ClC(SN1C(C=2C(C1=O)=CC=CC2)=O)(Cl)Cl